tert-Butyl 3-(7-(thiazol-2-yl)-4-(2,2,2-trifluoro-1-(2-hydroxyethoxy)ethyl)benzo[d]oxazol-2-yl)-3,6-diazabicyclo[3.1.1]heptane-6-carboxylate S1C(=NC=C1)C1=CC=C(C=2N=C(OC21)N2CC1N(C(C2)C1)C(=O)OC(C)(C)C)C(C(F)(F)F)OCCO